FC1(CC(C1)([C@@H](C1=NN=CN1C)F)C=1C=C(C=CC1)N1C(C2=CC(=CC(=C2C1)C(F)(F)F)CNCC(C)C)=O)F (S)-2-(3-(3,3-difluoro-1-(fluoro(4-methyl-4H-1,2,4-triazol-3-yl)methyl)cyclobutyl)phenyl)-6-((isobutylamino)methyl)-4-(trifluoromethyl)isoindolin-1-one